S-methyl benzo-(1,2,3)-thiadiazole-7-thiocarboxylate S1N=NC2=C1C(=CC=C2)C(SC)=O